tert-butyl 5-(3-hydroxypropyl)-7-nitro-2-phenyl-1H-indole-1-carboxylate OCCCC=1C=C2C=C(N(C2=C(C1)[N+](=O)[O-])C(=O)OC(C)(C)C)C1=CC=CC=C1